C(C1=CC=CC=C1)N(C=1C(=C(C=CC1[N+](=O)[O-])C(C(=O)OC(C)(C)C)CC(F)(F)F)F)CC1=CC=CC=C1 tert-Butyl 2-[3-(dibenzylamino)-2-fluoro-4-nitrophenyl]-4,4,4-trifluorobutanoate